1-{[(2S,4S)-4-(4-hydroxytetrahydro-2H-pyran-4-yl)-5-oxopyrrolidin-2-yl]methoxy}-7-methoxyisoquinoline-6-carboxamide OC1(CCOCC1)[C@@H]1C[C@H](NC1=O)COC1=NC=CC2=CC(=C(C=C12)OC)C(=O)N